OC(CCOC1=CC(=C(C(=C1)C)C1=C2CC[C@H](C2=CC=C1)N1C(C2=CC=CC=C2C1=O)=O)C)(C)C 2-{(R)-4-[4-(3-hydroxy-3-methyl-butoxy)-2,6-dimethyl-phenyl]-indan-1-yl}-isoindole-1,3-dione